FC1=C(C=CC=C1)C(C)(C)NC(C[C@H]1N(CCC1)C)=O (S)-N-(2-(2-fluorophenyl)propan-2-yl)-2-(1-methyl-pyrrolidin-2-yl)acetamide